(3aS,4R,9bR)-2,2-Difluoro-4-(4-hydroxyphenyl)-3,3a,4,9b-tetrahydro-1H-cyclopenta(c)chromen-8-ol FC1(C[C@@H]2[C@@H]([C@@H](OC=3C=CC(=CC23)O)C2=CC=C(C=C2)O)C1)F